C([O-])([O-])=O.[Ca+2].C(C1=CC=CC=C1)N1CCC(CC1)(O)CCO benzyl-4-(2-hydroxyethyl)piperidin-4-ol calcium carbonate